BrC=1C=CC(=C(C1)NC1=NC=NC2=CC(=C(C=C12)OC1CCN(CC1)C(C=C)=O)OC)OC 1-(4-((4-((5-bromo-2-methoxyphenyl)amino)-7-methoxyquinazolin-6-yl)oxy)piperidin-1-yl)prop-2-en-1-one